O=C(NCC)CCCCCOCCOCCOCCCCCC 4-oxo-10,13,16-trioxa-3-azadocosane